CN(C(\C=C\CN[C@@H]1CN(CC1)C1=NC=C(C=C1)\C(=C(\CC(F)(F)F)/C1=CC=CC=C1)\C=1C=C2C(=NNC2=CC1)F)=O)C (E)-N,N-Dimethyl-4-(((S)-1-(5-((Z)-4,4,4-trifluoro-1-(3-fluoro-1H-indazol-5-yl)-2-phenylbut-1-en-1-yl)pyridin-2-yl)pyrrolidin-3-yl)amino)but-2-enamide